4-methyl-7-[(3aR,4R,6S,6aR)-2,2-dimethyl-6-[(7S)-2-chloro-5,7-dihydro-4H-thieno[2,3-c]pyran-7-yl]-3a,4,6,6a-tetrahydrofuro[3,4-d][1,3]dioxol-4-yl]pyrrolo[2,3-d]pyrimidine CC=1C2=C(N=CN1)N(C=C2)[C@@H]2O[C@@H]([C@H]1OC(O[C@H]12)(C)C)[C@@H]1OCCC2=C1SC(=C2)Cl